C(C)(C)(C)OC(=O)N1CCO[C@@H](CC1)C(=O)N1[C@H](C2=CC=CC=C2CC1)C1=C(C=C(C=C1)F)F (S)-7-((R)-1-(2,4-difluorophenyl)-1,2,3,4-tetrahydroisoquinoline-2-carbonyl)-1,4-oxaazepane-4-carboxylic acid tert-butyl ester